N-(tert-butoxycarbonyl)-1H-pyrazole C(C)(C)(C)OC(=O)N1N=CC=C1